The molecule is an aldehyde that is thiphene substituted by a formyl group at position 2. It has a role as a metabolite. It is a member of thiophenes and an aldehyde. C1=CSC(=C1)C=O